O=S1(CC(C=C1)NC(=O)C1=CC=C(C=C1)C1=CC(=C(C=C1)C)C)=O N-(1,1-dioxido-2,3-dihydrothiophen-3-yl)-3',4'-dimethyl-[1,1'-biphenyl]-4-carboxamide